5-(3-cyclohexenyl-7-methoxy-6-(4-methoxyphenyl)-2-phenylpyrazolo[1,5-a]pyrimidin-5-ylamino)pyrazine-2-carbonitrile C1(=CCCCC1)C=1C(=NN2C1N=C(C(=C2OC)C2=CC=C(C=C2)OC)NC=2N=CC(=NC2)C#N)C2=CC=CC=C2